C(C=C)(=O)O.C(C=C)(=O)O.C(CCCCCCCCCCCCCCCCCCCCCCC)O tetracosanol diacrylate